C1(=CC=CC=C1)C(CCC1=CC=CC=C1)P(=O)=O 1,3-diphenyl-phosphopropane